CN1N=C2C=C(C=CC2=C1C)C(=O)OC methyl 2,3-dimethylindazole-6-carboxylate